O[C@@H](C=O)[C@H]([C@@H]1O[C@@H](OC[C@H]1O)C1=CC=CC=C1)O (2R,3R)-2,3-dihydroxy-3-((2R,4R,5R)-5-hydroxy-2-phenyl-1,3-dioxan-4-yl)propanal